10-((1,3-Bis(palmitoyloxy)propan-2-yl)oxy)-9-methyl-10-oxodecanoic acid C(CCCCCCCCCCCCCCC)(=O)OCC(COC(CCCCCCCCCCCCCCC)=O)OC(C(CCCCCCCC(=O)O)C)=O